2-chloro-12-(ethylthio)-1-fluoro-4,5,5a,6,9,10-hexahydro-8H-7-oxa-3,10a,11,13-tetraazanaphtho[1,8-ab]heptalene ClC=1C(=C2N=C(N=C3C2=C(CCC2COCCCN32)N1)SCC)F